benzyl (1R,5S)-2-oxa-6-azabicyclo[3.2.1]octane-6-carboxylate [C@H]12OCC[C@H](N(C1)C(=O)OCC1=CC=CC=C1)C2